(3S,10R,13S)-10,13-Dimethyl-17-(pyrimidin-5-yl)-2,3,4,7,8,9,10,11,12,13,14,15-Dodecahydro-1H-cyclopenta[a]phenanthrene-3-ol C[C@]12C3CC[C@@]4(C(=CCC4C3CC=C2C[C@H](CC1)O)C=1C=NC=NC1)C